S1C=NC=C1C1=CC=CC=C1C(=O)N thiazol-5-benzamide